4-(4,6-diphenyl-1,3,5-triazine-2-yl)aniline C1(=CC=CC=C1)C1=NC(=NC(=N1)C1=CC=CC=C1)C1=CC=C(N)C=C1